NC=1SC2=C(N1)C(=CC=C2F)C2=C(C=C1C(=NC=NC1=C2F)NC2CN(C2)C(C(F)Cl)=O)Cl 1-[3-[[7-(2-amino-7-fluoro-1,3-benzothiazol-4-yl)-6-chloro-8-fluoro-quinazolin-4-yl]amino]azetidin-1-yl]-2-chloro-2-fluoro-ethanone